CC(C)([S@](=O)NCC1=NC=CC(=C1F)C1=CC(=CC=2C(=COC21)C(F)(F)F)COC2=C(C=CC(=C2)F)CC(=O)OCC)C (+)-(S)-ethyl 2-(2-((7-(2-((1,1-dimethylethylsulfinamido)methyl)-3-fluoropyridin-4-yl)-3-(trifluoromethyl)benzofuran-5-yl)methoxy)-4-fluorophenyl)acetate